N'-Hydroxy-5-((5-(5-(trifluoromethyl)pyridin-2-yl)oxazol-2-yl)amino)pyrimidine-2-carboximidamide ON=C(N)C1=NC=C(C=N1)NC=1OC(=CN1)C1=NC=C(C=C1)C(F)(F)F